COCCOC=1C(=CC2=CN(N=C2C1)C1CCN(CC1)CC1CCC2(CCN(CC2)C(=O)[O-])CC1)[N+](=O)[O-] 9-((4-(6-(2-methoxyethoxy)-5-nitro-2H-indazol-2-yl)piperidin-1-yl)methyl)-3-azaspiro[5.5]Undecane-3-carboxylate